N-(4-fluorobenzyl)-N-(4-hydroxybenzyl)-4-(3-(pyridin-4-ylmethyl)ureido)benzenesulfonamide FC1=CC=C(CN(S(=O)(=O)C2=CC=C(C=C2)NC(=O)NCC2=CC=NC=C2)CC2=CC=C(C=C2)O)C=C1